NC1=C(C=NC(=C1C#N)C1=CC=CC2=CC=CC(=C12)C)C(=O)OCC ethyl 4-amino-5-cyano-6-(8-methyl-1-naphthyl)pyridine-3-carboxylate